octyl-decyl-ammonium nitrate [N+](=O)([O-])[O-].C(CCCCCCC)[NH2+]CCCCCCCCCC